6-azaspiro[4.5]decane-8-carboxamide C1CCCC12NCC(CC2)C(=O)N